NC1=NC=CC(=C1)CN1C(N(C(C1(C)C)=O)C1=CC=C(C=C1)C1(CC1)C#N)=O 1-(4-(3-((2-aminopyridin-4-yl)methyl)-4,4-dimethyl-2,5-dioxoimidazolidin-1-yl)phenyl)cyclopropane-1-carbonitrile